((1S,3S,5R)-2-(2-(3-acetyl-5-(2-methylpyrimidin-5-yl)-1H-indazol-1-yl)acetyl)-3-((6-bromopyridin-2-yl)carbamoyl)-2-azabicyclo[3.1.0]hexan-5-yl)methyl diethyl phosphate P(=O)(OC[C@@]12C[C@H](N([C@H]2C1)C(CN1N=C(C2=CC(=CC=C12)C=1C=NC(=NC1)C)C(C)=O)=O)C(NC1=NC(=CC=C1)Br)=O)(OCC)OCC